(4-fluorophenyl)-3-methoxy-3,4-dihydro-2H,6H-[1,4]thiazepino[2,3,4-ij]quinazolin-6-one FC1=CC=C(C=C1)C1C(CN2C(N=CC3=CC=CC(=C23)S1)=O)OC